5-chloro-3-(methylsulfanyl)-2-phenyl-3a,8a-dihydrofuro[2,3-b]benzofuran ClC=1C=CC2=C(C3C(O2)OC(=C3SC)C3=CC=CC=C3)C1